C(CC(=C)C)OC1=C2C(C(=C(OC2=CC=C1)C1=CC=C(C=C1)Cl)O)=O isopentenyloxy-4'-chloro-flavonol